N-(4-((3-chloro-2-fluorophenyl)amino)-7-((1-(2-fluoroethyl)-3-methylpyrrolidin-3-yl)ethynyl)quinazolin-6-yl)acrylamide ClC=1C(=C(C=CC1)NC1=NC=NC2=CC(=C(C=C12)NC(C=C)=O)C#CC1(CN(CC1)CCF)C)F